COC(=O)C=1N=C(SC1CCCOC1=C(C=C(C=C1)I)F)NCCCC#C[Si](C)(C)C [3-(2-fluoro-4-iodo-phenoxy)propyl]-2-(5-trimethylsilyl-pent-4-ynylamino)-1,3-thiazole-4-carboxylic acid methyl ester